(S)-tetra-tert-butyl 2,2',2'',2'''-(2-(4-((7-oxo-7-(2,3,5,6-tetrafluorophenoxy) heptyl)thio)benzyl)-1,4,7,10-tetraazacyclododecane-1,4,7,10-tetrayl)tetraacetate O=C(CCCCCCSC1=CC=C(C[C@@H]2N(CCN(CCN(CCN(C2)CC(=O)OC(C)(C)C)CC(=O)OC(C)(C)C)CC(=O)OC(C)(C)C)CC(=O)OC(C)(C)C)C=C1)OC1=C(C(=CC(=C1F)F)F)F